2-methylbut-3-yn-2-ol CC(C)(C#C)O